(3S)-11-(2,4-difluorophenyl)-8-hydroxy-3-methoxy-10-(trifluoromethyl)-3,4-dihydro-2H,6H-[1,4]thiazepino[2,3,4-ij]quinazolin-6-one FC1=C(C=CC(=C1)F)C1=C(C=C2C(=NC(N3C2=C1SC[C@H](C3)OC)=O)O)C(F)(F)F